1-(2-chlorophenyl)-1H-imidazo[4,5-b]pyridin-2(3H)-one ClC1=C(C=CC=C1)N1C(NC2=NC=CC=C21)=O